3-(2-cyclopropylethynyl)-4-[(1R,2R)-2-(difluoromethyl)cyclopropyl]-6-(2,4-dimethoxypyrimidin-5-yl)pyridazine C1(CC1)C#CC=1N=NC(=CC1[C@H]1[C@@H](C1)C(F)F)C=1C(=NC(=NC1)OC)OC